C(=O)C1=C(C=C2CCCN(C2=N1)C(=O)N)CN1C(COCC1)=C=O 7-formyl-6-((3-carbonylmorpholino)methyl)-3,4-dihydro-1,8-naphthyridine-1(2H)-carboxamide